Acrylic Acid-4-Aminobutyl Ester NCCCCOC(C=C)=O